C(=O)=C=C(C(=O)OOC(CCC)CCCC)C Butylbutoxy carbonyl-methacrylat